NCC(=O)N[C@H](C)[C@@H]1[C@H]2[C@H](C(=C(N2C1=O)C(=O)O)S[C@@H]1CN[C@@H](C1)C(=O)N1C[C@@H](CC1)N)C (4R,5S,6R)-6-((R)-1-(2-Aminoacetamido)ethyl)-3-((3S,5S)-5-((R)-3-aminopyrrolidine-1-carbonyl)pyrrolidin-3-ylthio)-4-methyl-7-oxo-1-azabicyclo[3.2.0]hept-2-ene-2-carboxylic acid